8-(4-fluorophenyl)-7-isopropyl-2-(prop-2-yn-1-ylsulfanyl)-3H-pyrazolo[1,5-a][1,3,5]triazin-4-one FC1=CC=C(C=C1)C=1C(=NN2C1N=C(NC2=O)SCC#C)C(C)C